C(N)(=O)C1=CC(=C(C=C1)C1=CC(=CC=C1)CN1[C@H](COCC1)C(=O)NC1(CC1)C1=CC=C(C(=O)O)C=C1)C (R)-4-(1-(4-((4'-carbamoyl-2'-methyl-[1,1'-biphenyl]-3-yl)methyl)morpholine-3-carboxamido)cyclopropyl)benzoic acid